3-{[(ethylimino)methylene]amino}-N,N-dimethylpropan-1-amine hydrochloride Cl.C(C)N=C=NCCCN(C)C